O=C(C(=O)O)CCC ketopentanoic acid